CC1=C(C=C(C=C1O)C(F)(F)F)O 2-methyl-5-(trifluoromethyl)benzene-1,3-diol